tert-Butyl 7-{[4-(trifluoromethoxy)phenyl]carbamoyl}-2,7-diazaspiro[4.4]nonane-2-carboxylate FC(OC1=CC=C(C=C1)NC(=O)N1CC2(CCN(C2)C(=O)OC(C)(C)C)CC1)(F)F